COC(C1=C(N=CC(=C1)N1CC(N(CC1)C(=O)C1=CC=C2C(=N1)C(CN2C2=CC(=C(C=C2)Cl)F)(C)C)(C)C)OC)=O 5-(4-(1-(4-chloro-3-fluorophenyl)-3,3-dimethyl-2,3-dihydro-1H-pyrrolo[3,2-b]pyridine-5-carbonyl)-3,3-dimethylpiperazin-1-yl)-2-methoxynicotinic acid methyl ester